NC=1N=CC(=NC1OCC1=C(C(=CC=C1F)F)Cl)C=1C=C(C=CC1)NS(=O)(=O)CCN1C[C@@H](CC1)CO 2-[(3R)-3-hydroxymethyl-pyrrolidin-1-yl]-ethanesulfonic acid {3-[5-amino-6-(2-chloro-3,6-difluoro-benzyloxy)-pyrazin-2-yl]-phenyl}-amide